ClC=1C(NC=CC1C1=C(C=CC(=C1)Cl)N1N=NC(=C1)C(F)(F)F)=O 3-chloro-4-(5-chloro-2-(4-(trifluoromethyl)-1H-1,2,3-triazol-1-yl)phenyl)-2-oxopyridin